(2R,3R,4R)-4-fluoro-3-methyl-5-oxopyrrolidin F[C@@H]1[C@@H](CNC1=O)C